N1CCC2(CC1)C(C=1C(=NC=CC1)C2)=O spiro[cyclopenta[b]pyridin-6,4'-piperidin]-5(7H)-one